(Z)-1,4-bis((4,4,5,5-tetraphenyl-1,3,2-dioxaphospholan-2-yl)oxy)but-2-ene C1(=CC=CC=C1)C1(OP(OC1(C1=CC=CC=C1)C1=CC=CC=C1)OC\C=C/COP1OC(C(O1)(C1=CC=CC=C1)C1=CC=CC=C1)(C1=CC=CC=C1)C1=CC=CC=C1)C1=CC=CC=C1